N-(cyclopropylmethyl)-3-((2S)-2-hydroxy-3-(8-(naphthalen-2-ylsulfonyl)-1-oxa-8-azaspiro[4.5]decan-3-ylamino)propoxy)benzenesulfonamide C1(CC1)CNS(=O)(=O)C1=CC(=CC=C1)OC[C@H](CNC1COC2(C1)CCN(CC2)S(=O)(=O)C2=CC1=CC=CC=C1C=C2)O